C(C)OC(=C)[Sn](CCCC)(CCCC)CCCC 1-ethoxyvinyltributylstannane